COC(=O)C1=CC2=C(C(CO2)(C)C)C=C1F 5-Fluoro-3,3-dimethyl-2,3-dihydrobenzofuran-6-carboxylic acid methyl ester